C(C)C1(CCCCC1)[S@](=O)OC(CNC(C)(C)C)C1=CC(=C(C=C1)C)C 2-(tert-butylamino)1-(3,4-dimethylphenyl)ethanol Ethyl-(R)-cyclohexanesulfinate